Cl.COC(C1=CC(=C(C=C1)O)N)=O 4-hydroxy-3-aminobenzoic acid methyl ester hydrochloride